2-(1-bromo-2-tosylethyl)naphthalene BrC(CS(=O)(=O)C1=CC=C(C)C=C1)C1=CC2=CC=CC=C2C=C1